(+/-)-(1S,3S)-3-((6-(5-(aminomethyl)-1-methyl-1H-1,2,3-triazol-4-yl)-2-(trifluoromethyl)pyridin-3-yl)oxy)cyclohexane-1-carboxylic acid isopropyl ester C(C)(C)OC(=O)[C@@H]1C[C@H](CCC1)OC=1C(=NC(=CC1)C=1N=NN(C1CN)C)C(F)(F)F |r|